N-((2'-bromo-[1,1'-biphenyl]-2-yl)methyl)-2-methyl-1H-inden-7-amine BrC1=C(C=CC=C1)C1=C(C=CC=C1)CNC=1C=CC=C2C=C(CC12)C